CC1=NC=CC(=C1)N1N=CC(=C1)Br methyl-4-(4-bromo-1H-pyrazol-1-yl)pyridine